1-(3,4-difluorophenyl)-3,3-dimethyl-2,3-dihydro-1H-pyrrolo[3,2-b]pyridine FC=1C=C(C=CC1F)N1CC(C2=NC=CC=C21)(C)C